C(C1=CC=CC=C1)NC1C(C(N(C1=O)C)(C(=O)OCC)C(NCC1=CC=CC=C1)=O)C ethyl 4-(benzylamino)-2-(benzylcarbamoyl)-1,3-dimethyl-5-oxopyrrolidine-2-carboxylate